6-[2-fluoro-4-[3-(2-oxoimidazolidin-1-yl)propoxy]phenoxy]-1-methyl-indazole-5-carboxamide FC1=C(OC2=C(C=C3C=NN(C3=C2)C)C(=O)N)C=CC(=C1)OCCCN1C(NCC1)=O